N-o-fluorophenyl-4-(1,7-diaza-7-spiro[4.4]nonyl)-5-(3,5-difluorophenyl)nicotinamide FC1=C(C=CC=C1)NC(C1=CN=CC(=C1N1CC2(CCCN2)CC1)C1=CC(=CC(=C1)F)F)=O